FC1=CC=C(C=C1)CCNCCCO 3-{[2-(4-fluorophenyl)ethyl]amino}propan-1-ol